(S)-1-(4-(trifluoromethyl)phenyl)propan-1-amine hydrochloride Cl.FC(C1=CC=C(C=C1)[C@H](CC)N)(F)F